N-(5-(5-amino-1H-pyrazol-1-yl)-1,3,4-thiadiazol-2-yl)-4-(2-cyano-6-(methoxymethyl)phenyl)-3-(2-methoxyethoxy)-2-oxo-2H-pyran-6-carboxamide NC1=CC=NN1C1=NN=C(S1)NC(=O)C1=CC(=C(C(O1)=O)OCCOC)C1=C(C=CC=C1COC)C#N